The molecule is a peptide cation obtained by deprotonation of the carboxy terminus and protonation of the side-chain guanidino group and the amino terminus of Phe-Arg; major species at pH 7.3. It is a conjugate acid of a Phe-Arg. C1=CC=C(C=C1)C[C@@H](C(=O)N[C@@H](CCC[NH+]=C(N)N)C(=O)[O-])[NH3+]